Methyl-4,5,6,7-tetrahydrobenzo[d]thiazol-4-amine CC=1SC2=C(N1)C(CCC2)N